NC1=C(C=C(C=C1)S(=O)(=O)NC)C=1N=NNN1 4-amino-N-methyl-3-(2H-tetrazol-5-yl)benzenesulfonamide